FC1(CC(C1)C1=NC(=NO1)C1(CCN(CC1)C(=O)NC1=C(C=CC=C1N1CCN(CC1)C(C)C)F)C)F 4-[5-(3,3-difluorocyclobutyl)-1,2,4-oxadiazol-3-yl]-N-{2-fluoro-6-[4-(propan-2-yl)piperazin-1-yl]phenyl}-4-methylpiperidine-1-carboxamide